Cl.C1(CC1)C1=NC(=NO1)C1=CC=C(C=C1)NC(C1=CC(=CC=C1)CN1CCS(CC1)(=O)=O)=O N-[4-(5-Cyclopropyl-1,2,4-oxadiazol-3-yl)phenyl]-3-[(1,1-dioxo-1,4-thiazinan-4-yl)methyl]benzamide HCl salt